CN1C(NC2=C1C=CC(=C2)C(=O)O)=O 1-methyl-2-oxo-2,3-dihydro-1H-benzo[d]Imidazole-5-carboxylic acid